ClC1=C(CC2=CC=CC3=C2NC(=NS3(=O)=O)NCC3=CC(=CC=C3)C)C=CC=C1 5-(2-chlorobenzyl)-3-((3-methylbenzyl)amino)-4H-benzo[e][1,2,4]thiadiazine 1,1-dioxide